ClC=1C=CC=2C3=C(NC(C2C1)=O)COC[C@H]3N(C(=O)NC3=CC(=C(C=C3)F)C#N)C (S)-1-(8-chloro-6-oxo-1,4,5,6-tetrahydro-2H-pyrano[3,4-c]isoquinolin-1-yl)-3-(3-cyano-4-fluorophenyl)-1-methylurea